3-[tert-butyl(dimethyl)silyl]oxy-N-methyl-cyclobutanamine [Si](C)(C)(C(C)(C)C)OC1CC(C1)NC